[Na].C1=CC=CC2=CC=CC=C12.C1=CC=CC2=CC=CC=C12.[Na] sodium dinaphthalene sodium